Methyl (3-phenyl-3-(4-(trifluoromethyl)phenoxy)propyl)-L-alaninate C1(=CC=CC=C1)C(CCN[C@@H](C)C(=O)OC)OC1=CC=C(C=C1)C(F)(F)F